methyl (S)-2-(3-(((tert-butoxy)carbonyl)amino)-3-(4-(ethylsulfonyl) phenyl)propionamido)acetate C(C)(C)(C)OC(=O)N[C@@H](CC(=O)NCC(=O)OC)C1=CC=C(C=C1)S(=O)(=O)CC